ClC1=C(C(=C(C=C1)N[C@@H](CC(=O)O)C)[N+](=O)[O-])CC (R)-3-((4-Chloro-3-ethyl-2-nitrophenyl)amino)butanoic acid